acryloxyethyl-triethoxysilane 6-((5-hydroxypentyl)amino)hexyl-6-butyl-dodecanoate OCCCCCNCCCCCCOC(CCCCC(CCCCCC)CCCC)=O.C(C=C)(=O)OCC[Si](OCC)(OCC)OCC